NCC(C(=O)NC=1C=C2C=CNC(C2=CC1)=O)C1=CSC=C1 3-amino-N-(1-oxo-1,2-dihydroisoquinolin-6-yl)-2-(thiophen-3-yl)propanamide